FC(=CF)C 1,2-Difluoro-1-methylethylene